ClC1=C(C=CC=C1C1C(NC(CC1)=O)=O)C1=CC=C(C=C1)C(C)OC1=NC=CC=C1 3-(2-chloro-4'-(1-(pyridin-2-yloxy)ethyl)-[1,1'-biphenyl]-3-yl)piperidine-2,6-dione